2,2-Bis-(3-allyl-4-hydroxyphenyl)-propane C(C=C)C=1C=C(C=CC1O)C(C)(C)C1=CC(=C(C=C1)O)CC=C